C12(CC3CC(CC(C1)C3)C2)C=2C=C(C=C(C(=O)O)C2)C(=O)O 5-(1-adamantyl)isophthalic acid